ClC1=CC=C(C=N1)CN1C=CC=C2C1=NC(N(C2=O)C2=CC=C(C=C2)OC(F)(F)F)=O 8-((6-chloropyridin-3-yl)methyl)-3-(4-(trifluoromethoxy)phenyl)pyrido[2,3-d]pyrimidine-2,4(3H,8H)-dione